FC(C(O)(O)C1CCN(CC1)C=1C2=C(N=C(N1)OC[C@H]1N(CCC1)C)CN(CC2)C2=CC=CC1=CC=CC(=C21)C)(F)F (S)-2,2,2-trifluoro-1-(1-(7-(8-methylnaphthalen-1-yl)-2-((1-methylpyrrolidin-2-yl)methoxy)-5,6,7,8-tetrahydropyrido[3,4-d]pyrimidin-4-yl)piperidin-4-yl)ethane-1,1-diol